5-FLUORO-2-(MORPHOLINOCARBONYL)PHENYLBORONIC ACID FC=1C=CC(=C(C1)B(O)O)C(=O)N1CCOCC1